CC1=C(C(=CC(=C1)C#CC)C)C1C(CC2(CCN(CC2)C(C(C)OCC#C)=O)CC1=O)=O 9-(2,6-dimethyl-4-prop-1-ynyl-phenyl)-3-(2-prop-2-ynyloxypropionyl)-3-azaspiro[5.5]undecane-8,10-dione